NC1=CC(=C(C=C1OC(C)C)C1CCNCC1)C 4-(4-amino-5-isopropoxy-2-methylphenyl)-piperidine